2-methyl-3(2H)isothiazolone CN1SC=CC1=O